Monophenyl (((1R)-2-(6-amino-9H-purin-9-yl)-1-methylethoxy) methyl) phosphate P(=O)(OC1=CC=CC=C1)(OCO[C@@H](CN1C2=NC=NC(=C2N=C1)N)C)[O-]